CC(C(=O)O)C(C)O 2-methyl-3-hydroxybutyric acid